1,1,1,15,15,15-hexafluoropentadecan-7-yl 8-((3-hydroxypropyl)(6-oxo-6-((11,11,11-trifluoroundecyl)oxy)hexyl)amino)octanoate OCCCN(CCCCCCCC(=O)OC(CCCCCC(F)(F)F)CCCCCCCC(F)(F)F)CCCCCC(OCCCCCCCCCCC(F)(F)F)=O